2,4-dinitrophenyl-L-lysine [N+](=O)([O-])C1=C(C=CC(=C1)[N+](=O)[O-])N[C@@H](CCCCN)C(=O)O